ClC=1N=C(N=NC1C#N)N1CC(CCC1)N1C(N(CC1)C1CCCCC1)=O 5-chloro-3-(3-(3-cyclohexyl-2-oxoimidazolin-1-yl)piperidin-1-yl)-1,2,4-triazin-6-carbonitrile